ClC=1C=NN(C(C1SC)=O)C(C(=O)OC)C methyl 2-(4-chloro-5-(methylthio)-6-oxopyridazin-1(6H)-yl)propanoate